FC=1C=C(C=CC1C(F)(F)F)S(=O)(=O)N1CC(OCC1)C1=C(SC2=C1C=CC=C2)C(=O)N [4-[3-fluoro-4-(trifluoromethyl)phenyl]sulfonylmorpholin-2-yl]benzothiophene-2-carboxamide